benz(a)anthracene-4-sulfonate C1=CC=C(C=2C1=C1C=C3C=CC=CC3=CC1=CC2)S(=O)(=O)[O-]